CC1=C(C=C(C(=C1)OC1=CC(=CC=C1)SC(C(F)F)(F)F)C)N=CN(C)CC N'-(2,5-dimethyl-4-{3-[(1,1,2,2-tetrafluoroethyl)sulfanyl]phenoxy}phenyl)-N-ethyl-N-methylimidoformamid